3-(2-chloro-3,6-difluoro-benzyloxy)-5-phenyl-pyridin-2-ylamine ClC1=C(COC=2C(=NC=C(C2)C2=CC=CC=C2)N)C(=CC=C1F)F